3-chloro-4-(4,4,5,5-tetramethyl-1,3,2-dioxaborolan-2-yl)pyridine ClC=1C=NC=CC1B1OC(C(O1)(C)C)(C)C